FC1=C(C(=C(C(=C1F)F)F)F)C#CC 3-(2,3,4,5,6-pentafluorophenyl)-2-propyne